2-ethylhexylxanthate Potassium [K+].C(C)C(COC(=S)[S-])CCCC